(Z)-4-Cyano-N-((dimethylamino)methylene)-2-(2-(quinolin-5-yl)acetamido)-thiophene-3-carboxamide C(#N)C=1C(=C(SC1)NC(CC1=C2C=CC=NC2=CC=C1)=O)C(=O)\N=C/N(C)C